O=C1NC(CCC1N1C(C2=CC=CC(=C2C1=O)OCCCC(=O)NCC1=CC=C(S1)C=1C=C(C=CC1)[C@@H](C)NC(C1=C(C=CC(=C1)NC1CCNCC1)C)=O)=O)=O N-((1R)-1-(3-(5-((4-((2-(2,6-Dioxopiperidin-3-yl)-1,3-dioxoisoindolin-4-yl)oxy)butanamido)methyl)thiophen-2-yl)phenyl)ethyl)-2-methyl-5-(piperidin-4-ylamino)benzamide